FC1=C(C(=CC(=C1)OC1CN(C1)CCCF)F)[C@H]1N([C@@H](CC2=C3C(=CC=C12)NC(O3)=O)C)CC(F)(F)F (6S,8R)-6-(2,6-Difluoro-4-((1-(3-fluoropropyl)azetidin-3-yl)oxy)phenyl)-8-Methyl-7-(2,2,2-trifluoroethyl)-6,7,8,9-tetrahydrooxazolo[5,4-f]isoquinolin-2(3H)-one